[Cl-].C(C1=CN=CC=C1)(=O)NCCNCCC[P+](C1=CC=CC=C1)(C1=CC=CC=C1)C1=CC=CC=C1 (3-((2-(nicotinamido)ethyl)amino)propyl)triphenylphosphonium chloride